C1(CC1)C1=NC=C(C(=N1)OC1CN(CC1)C1=CC=C(C=C1)OC)C#N 2-cyclopropyl-4-((1-(4-methoxyphenyl)pyrrolidin-3-yl)oxy)pyrimidine-5-carbonitrile